N-(7-ethoxy-4-(1-methyl-3-phenyl-1H-pyrazol-4-yl)pyrido[3,2-d]pyrimidin-6-yl)-3-azabicyclo[3.1.0]hexane-1-carboxamide C(C)OC1=CC=2N=CN=C(C2N=C1NC(=O)C12CNCC2C1)C=1C(=NN(C1)C)C1=CC=CC=C1